N-(4-(4-amino-5-(4-(N-isobutylsulfamoyl)phenyl)-7-methyl-7H-pyrrolo[2,3-d]pyrimidin-6-yl)phenyl)methacrylamide NC=1C2=C(N=CN1)N(C(=C2C2=CC=C(C=C2)S(NCC(C)C)(=O)=O)C2=CC=C(C=C2)NC(C(=C)C)=O)C